N=1CC(CC(C1)([2H])[2H])=O pyridin-3(2H)-one-5,5-d2